(4-methylpiperazin-1-yl)(4-(pyridin-2-yl)-2-(4-(trifluoromethyl)pyridin-2-ylamino)thiazol-5-yl)methanone CN1CCN(CC1)C(=O)C1=C(N=C(S1)NC1=NC=CC(=C1)C(F)(F)F)C1=NC=CC=C1